C12(CC3CC(CC(C1)C3)C2)C(C(=O)N)C(=O)O (adamantan-1-yl)malonic acid amide